C(CCCCCC)OC(CCCCCN(CCN(CCO)CCCCCCCCCCCC)CCCCCCCCCCCC)=O Heptyl-6-(dodecyl(2-(dodecyl(2-hydroxyethyl)amino)ethyl)amino)hexanoate